C(C)(C)(C)OC(=O)N(C(CC1=NC(=CC=C1[N+](=O)[O-])OC)C)CC1=C(C=CC(=C1)F)NC1=C(C(=O)O)C=C(C(=C1)C(F)(F)F)F 2-((2-(((tert-butoxycarbonyl)(1-(6-methoxy-3-nitropyridin-2-yl)propan-2-yl)amino)methyl)-4-fluorophenyl)amino)-5-fluoro-4-(trifluoromethyl)benzoic acid